ClC1=NC=CC=C1C(=O)NS(=O)(=O)C1=CC=CC(=N1)NC(CC[C@H]1CC(N(C1)C(=O)OC(C)(C)C)(C)C)C1=CC=CC=C1 tert-butyl (4S)-4-[3-[[6-[(2-chloropyridine-3-carbonyl)sulfamoyl]-2-pyridyl]amino]-3-phenyl-propyl]-2,2-dimethyl-pyrrolidine-1-carboxylate